OC[C@@H](CC1=CC=CC=C1)C1(C(N=C(C(=C1)C(=O)N[C@H](CO)CC1=CC=CC=C1)C)C)C(=O)N 3,N5-bis((S)-1-hydroxy-3-phenylpropan-2-yl)-2,6-dimethylpyridine-3,5-dicarboxamide